2,5-dioxo-pyrrolin O=C1NC(CC1)=O